OCCN1CCC(CC1)NC(=O)C1=NNC2=CC=C(C=C12)C1=CC(=CC=C1)NC(C=C)=O N-[1-(2-hydroxyethyl)-4-piperidyl]-5-[3-(prop-2-enoylamino)phenyl]-1H-indazole-3-carboxamide